5-bromo-1,6-dimethyl-3-(1-methylpropyl)-2,4(1H,3H)-pyrimidinedione BrC=1C(N(C(N(C1C)C)=O)C(CC)C)=O